5-(5-(2-((S)-2-(1,3-dimethyl-2,6-dioxo-1,2,3,6-tetrahydro-7H-purin-7-yl) propanamido) thiazol-4-yl) pyrimidin-2-yl)-2,5-diazabicyclo[2.2.1]heptane-2-carboxylate CN1C(N(C=2N=CN(C2C1=O)[C@H](C(=O)NC=1SC=C(N1)C=1C=NC(=NC1)N1C2CN(C(C1)C2)C(=O)[O-])C)C)=O